COC=1C=2N(C=C(C1)C=1C=NN(C1C)C1CCN(CC1)CC1(CNC1)OC)N=CC2C#N 4-methoxy-6-(1-(1-((3-methoxyazetidin-3-yl)methyl)piperidin-4-yl)-5-methyl-1H-pyrazol-4-yl)pyrazolo[1,5-a]pyridine-3-carbonitrile